(1aRS,7bSR)-5-[2-((Z)-3-diethylaminoprop-1-enyl)-4-fluorobenzenesulfonylamino]-7b-methyl-1,1a,2,7b-tetrahydrocyclopropa[c]chromene-4-carboxylic acid C(C)N(C\C=C/C1=C(C=CC(=C1)F)S(=O)(=O)NC1=CC=C2[C@@]3([C@H](COC2=C1C(=O)O)C3)C)CC |r|